tert-butyl (1-(2-(7,8-dimethyl-[1,2,4]triazolo[1,5-a]pyridin-6-yl)-3-isopropyl-1H-pyrrolo[3,2-b]pyridin-5-yl)azetidin-3-yl)carbamate CC1=C(C=2N(C=C1C1=C(C3=NC(=CC=C3N1)N1CC(C1)NC(OC(C)(C)C)=O)C(C)C)N=CN2)C